COC=1C=C(C(=O)N/N=C(\C)/C2=CC3=CC=CC=C3C=C2)C=CC1 (E)-3-methoxy-N'-(1-(naphthalen-2-yl)ethylidene)benzohydrazide